ClC1=NC(=C(C(=C1C#N)CC)C#N)N(C)C 2-chloro-6-(dimethylamino)-4-ethylpyridine-3,5-dicarbonitrile